OC1=C(C=CC=C1)C1=CC2=C(N=N1)C=C(N2)C2CN(C2)C(=O)OC(C)(C)C tert-butyl 3-[3-(2-hydroxyphenyl)-5H-pyrrolo[3,2-c]pyridazin-6-yl]azetidine-1-carboxylate